6-(Phenylmethylthio)-4-cyanobenzoic acid C1(=CC=CC=C1)CSC1=CC(=CC=C1C(=O)O)C#N